6-(4-fluorophenyl)imidazo[2,1-b]thiazole FC1=CC=C(C=C1)C=1N=C2SC=CN2C1